Cl.C[C@@H]1N(C[C@H](NC1)C)C=1C2=C(N=CN1)N(C=C2C(F)(F)F)C2=CC(=CC=C2)F 4-((2S,5R)-2,5-dimethylpiperazin-1-yl)-7-(3-fluorophenyl)-5-(trifluoromethyl)-7H-pyrrolo[2,3-d]pyrimidine HCl salt